CC=1C=CC(=C(C1)C(=O)N1N(CCC1)CC1=CC2=C(N=C(S2)C)C=C1)N1N=C(C=C1)C (5-methyl-2-(3-methyl-1H-pyrazol-1-yl)phenyl)(2-((2-methylbenzo[d]thiazol-6-yl)methyl)pyrazolidin-1-yl)methanone